1-(2-((1R,2S,5S)-2-((6-bromo-3-methylpyridin-2-yl)carbamoyl)-3-azabicyclo[3.1.0]hexan-3-yl)-2-oxoethyl)-5-(2-methylpyrimidin-5-yl)-1H-indazole-3-carboxamide BrC1=CC=C(C(=N1)NC(=O)[C@@H]1[C@@H]2C[C@@H]2CN1C(CN1N=C(C2=CC(=CC=C12)C=1C=NC(=NC1)C)C(=O)N)=O)C